3-(1,3-Dioxolan-2-yl)benzoic acid methyl ester COC(C1=CC(=CC=C1)C1OCCO1)=O